piperidine-4-yl (pyridine-4-yl) ketone N1=CC=C(C=C1)C(=O)C1CCNCC1